(rac)-tert-butyl 7-acryloyl-2-(4-isopropyl-2-methylphenyl)-2,3,5a,6,7,8,9,11-octahydro-10-oxa-1,2,5,7-tetraazacyclonona[cd]indene-5(4H)-carboxylate C(C=C)(=O)N1C[C@H]2C=3C(=NN(C3CCN2C(=O)OC(C)(C)C)C2=C(C=C(C=C2)C(C)C)C)COCC1 |r|